ClCCCC1=CC=C(C=C1)[SH2+] 4-(3-chloropropyl)phenylsulfonium